5-(2-fluoro-6-methylphenyl)-3-(3-(4-methylpiperazin-1-yl)phenyl)-1H-pyrazolo[4,3-c]pyridazin-6(5H)-one FC1=C(C(=CC=C1)C)N1N=C2C(=CC1=O)NN=C2C2=CC(=CC=C2)N2CCN(CC2)C